butyl 2-((7-bromo-5-(bromomethyl)benzofuran-4-yl)oxy)acetate BrC1=CC(=C(C=2C=COC21)OCC(=O)OCCCC)CBr